FC(C(=O)O)(F)F.ClC1=C(C=CC(=C1NC=1C(=C2C(N(C=NC2=CC1)C)=O)F)F)NS(=O)(=O)N1CCCC1 N-(2-chloro-4-fluoro-3-((5-fluoro-3-methyl-4-oxo-3,4-dihydroquinazolin-6-yl)amino)phenyl)pyrrolidine-1-sulfonamide trifluoroacetate